tert-butyl (R)-3-hydroxy-2-methylpropylcarbamate OC[C@@H](CNC(OC(C)(C)C)=O)C